cis-diethylcyclohex-4-en-1,2-dicarboxylate C(C)OC(=O)[C@H]1[C@H](CC=CC1)C(=O)OCC